2-(2-Fluoropyridin-3-yl)-2-oxoacetate FC1=NC=CC=C1C(C(=O)[O-])=O